CC([C@H]1CC[C@H]2[C@@H]3CCC4=CC(C=C[C@]4(C)[C@H]3CC[C@]12C)=O)=O pregna-1,4-dien-3,20-dion